FC1([C@H](C1)CN1C[C@@H]([C@H](CC1)NC(=O)C1=CC(=CC=2N(C=NC21)CC(F)(F)F)C#CCNC=2C(OC)=CC=C(C2)S(=O)(=O)C)C)F N-[(3S,4S)-1-{[(R)-2,2-difluorocyclopropyl]methyl}-3-methyl-4-piperidyl]-6-[3-(4-mesyl-2-anisidino)-1-propynyl]-1-(2,2,2-trifluoroethyl)-1H-1,3-benzimidazole-4-carboxamide